COCOC1=C(C=C(C=C1[Si](C)(C)C)C(F)(F)F)P(Cl)C1=C(C=CC=C1)OC (2-methoxymethoxy-3-trimethylsilyl-5-trifluoromethylphenyl)-(2-methoxyphenyl)chlorophosphine